3-(2-(3,8-diazabicyclo[3.2.1]oct-3-yl)pyrimidin-4-yl)quinoline C12CN(CC(CC1)N2)C2=NC=CC(=N2)C=2C=NC1=CC=CC=C1C2